3-(methylsulfonylmethyl)azetidine hydrochloride Cl.CS(=O)(=O)CC1CNC1